2,5-dichloro-N-(2-dimethylphosphinyl-phenyl)pyrimidin-4-amine ClC1=NC=C(C(=N1)NC1=C(C=CC=C1)P(=O)(C)C)Cl